C1(=CC=CC=C1)C(CC)C1=CC=CC=2N=C(NC21)C2=CC=C(C=C2)Cl 1-Phenylpropyl-2-(4-chlorophenyl)-benzo[d]imidazole